C(C)(=O)C1=CN(C2=CC=C(C=C12)C(=O)NC1=CC=CC=C1)CC(=O)N(C(C)C)CC(=O)NCC1=C(C(=CC=C1)Cl)F 3-acetyl-1-(2-((2-((3-chloro-2-fluorobenzyl)amino)-2-oxoethyl)(isopropyl)amino)-2-oxoethyl)-N-phenyl-1H-indole-5-carboxamide